C[C@@H](C=C)[C@H]1[C@H](C[C@H]([C@H](O1)CO)O)O[Si](C)(C)C(C)(C)C (2R,3R,5S,6S)-6-((S)-but-3-en-2-yl)-5-((tert-Butyldimethylsilyl)oxy)-2-(hydroxymethyl)tetrahydro-2H-pyran-3-ol